O=C1N(C=CC(=C1)C(F)(F)F)C(CNS(=O)(=O)C)CO[C@@H]1CC[C@@H](CC1)C1=CC=CC=C1 N-{2-[2-oxo-4-(trifluoro-methyl)-1,2-dihydropyridin-1-yl]-3-{[(CIS)-4-phenylcyclohexyl]oxy}propyl}methane-sulfonamide